2-(4-(tert-butyl)phenyl)-5,6,7,8-tetrahydro-10H-oxazolo[5,4-D]pyrido[1,2-a]pyrimidin-10-one C(C)(C)(C)C1=CC=C(C=C1)C=1OC=2N=C3N(C(C2N1)=O)CCCC3